C(C)(C)(C)OC(NC1CC2(C1)CC(C2)OCC2=CC=NC=C2)=O (6-(pyridin-4-ylmethoxy)spiro[3.3]Hept-2-yl)carbamic acid tert-butyl ester